CN1N=C2N=CC(=CC2=C1)C=1N=CC2=C(N1)SC=C2 2-(2-methyl-2H-pyrazolo[3,4-b]pyridin-5-yl)thieno[2,3-d]pyrimidin